N[C@@H]1CC[C@H](CC1)OC=1C=CC2=C(\C(\C(C=3C(=NC=NC23)N)(C)C)=N/OCCN(CC)CC)C1 (6Z)-8-(trans-4-aminocyclohexyloxy)-6-[2-(diethylamino)ethoxyimino]-5,5-dimethyl-benzo[h]quinazolin-4-amine